S1C(=NC=C1)NC(=S)N1N=NC2=C1C=CC=C2 N-(2-thiazolyl)-1H-benzotriazole-1-carbothioamide